4-(methoxymethyl)-N-methyl-aniline COCC1=CC=C(NC)C=C1